3-amino-N-(2-{3-amino-4-[1-(methoxymethyl)cyclopropoxy]pyrrolidin-1-yl}-5,6,7,8-tetrahydroquinolin-6-yl)-6-methylthieno[2,3-b]pyridine-2-carboxamide NC1=C(SC2=NC(=CC=C21)C)C(=O)NC2CC=1C=CC(=NC1CC2)N2CC(C(C2)OC2(CC2)COC)N